ethyl 4-acetoxy-2,6,6-trimethylcyclohex-2-ene-1-carboxylate C(C)(=O)OC1C=C(C(C(C1)(C)C)C(=O)OCC)C